C(C)C1OC2(OC1)CC1=C(C=C(S1)N(CC1=CC=C(C=C1)Cl)C(C)=O)CC2 Ethyl-2-[acetyl(4-chlorobenzyl)amino]-4,7-dihydro-5H-spiro[1-benzothiophene-6,2'-[1,3]dioxolane]